C1(CC1)NC(C1=C(C=C(C=C1OC)C1=CN=C2N1C=CC(=C2)C2(CC2)C(N(CC)CC)=O)OC(F)F)=O N-cyclopropyl-4-[7-[1-(diethylcarbamoyl)cyclopropyl]imidazo[1,2-a]pyridin-3-yl]-2-(difluoromethoxy)-6-methoxy-benzamide